FC(C)(F)C1=C(C=CC(=C1)F)C1=C(C=2C(=C3C=NN(C3=CC2)C2OCCCC2)S1)OC1=CC=C(C=C1)C(C=C)O (4-((2-(2-(1,1-difluoroethyl)-4-fluorophenyl)-6-(tetrahydro-2H-pyran-2-yl)-6H-thieno[2,3-E]indazol-3-yl)oxy)phenyl)prop-2-en-1-ol